ClC1=C(C=CC=C1)N1C(N=C(C2=C1N=C(C=C2)C(F)(F)F)NCC=2C=NOC2)=O 1-(2-Chlorophenyl)-4-((isoxazol-4-ylmethyl)amino)-7-(trifluoromethyl)pyrido[2,3-d]pyrimidin-2(1H)-one